N-[(1S)-1-[4-({2-chloro-7-[(1S)-1-methoxyethyl]-[1,2,4]triazolo[1,5-a]pyrimidin-6-yl}amino)phenyl]-2,2,2-trifluoroethyl]-1-methanesulfonyl-N-methylpiperidine-4-carboxamide ClC1=NN2C(N=CC(=C2[C@H](C)OC)NC2=CC=C(C=C2)[C@@H](C(F)(F)F)N(C(=O)C2CCN(CC2)S(=O)(=O)C)C)=N1